3-(3-bromoprop-1-ynyl)-N-isopropyl-benzamide BrCC#CC=1C=C(C(=O)NC(C)C)C=CC1